4-((bis(4-methoxyphenyl)methylamino)methyl)-2-methoxyphenol COC1=CC=C(C=C1)C(C1=CC=C(C=C1)OC)NCC1=CC(=C(C=C1)O)OC